(E)-7-(4-(prop-2-yn-1-yloxy)benzylidene)-8-oxo-5,6,7,8-tetrahydronaphthalene-2-carboxylic acid C(C#C)OC1=CC=C(\C=C\2/CCC=3C=CC(=CC3C2=O)C(=O)O)C=C1